N1=C(SC2=C1C1=C(C=C2)OCCO1)N1C(N[C@H]([C@H]1C#CC)C)=O (4S,5R)-1-(7,8-dihydro-[1,4]dioxino[2',3':5,6]benz[1,2-d]thiazol-2-yl)-4-methyl-5-(prop-1-yn-1-yl)imidazolidin-2-one